6,7-dimethoxy-2-methyl-N-{(1R)-1-[2'-(methylsulfonyl)biphenyl-3-yl]ethyl}quinazolin-4-amine COC=1C=C2C(=NC(=NC2=CC1OC)C)N[C@H](C)C=1C=C(C=CC1)C1=C(C=CC=C1)S(=O)(=O)C